octadecane-5,11-diol CCCCC(CCCCCC(CCCCCCC)O)O